COC1=CC=C(C=C1)[C@@H](C)N[C@@H](C#N)C1=CSC=C1 (R)-2-(((R)-1-(4-methoxyphenyl)ethyl)amino)-2-(thiophen-3-yl)acetonitrile